((4-(2-(piperidine-1-yl)ethoxy)benzyl)oxy)naphthalene-1-amine N1(CCCCC1)CCOC1=CC=C(COC2=C(C3=CC=CC=C3C=C2)N)C=C1